C(C)OC(=O)C1=NN(C=C1)C 1-methylpyrazole-3-carboxylic acid ethyl ester